hexadecyl-methyl-octasiloxane C(CCCCCCCCCCCCCCC)[SiH](O[SiH2]O[SiH2]O[SiH2]O[SiH2]O[SiH2]O[SiH2]O[SiH3])C